[Si](C)(C)(C(C)(C)C)OCC1=CC2=NC=CC(=C2S1)C=1C=C(C=C2CCCN(C12)C1CN(C2(CCC2)C1)C(=O)OC(C)(C)C)Cl tert-butyl 7-(8-(2-(((tert-butyldimethylsilyl)oxy)methyl)thieno[3,2-b]pyridin-7-yl)-6-chloro-3,4-dihydroquinolin-1(2H)-yl)-5-azaspiro[3.4]octane-5-carboxylate